2,3-dibromo-7,7-dimethyl-6,8-dihydro-5H-imidazo[1,2-a]pyridine BrC=1N=C2N(CCC(C2)(C)C)C1Br